FC1CC(C1)(C(=O)N1[C@@H](CCC1)C(=O)N[C@H](C#C)CC(=O)N)C1=CC=C(C=C1)OC(F)(F)F E-(2S)-1-[3-Fluoro-1-[4-(trifluoromethoxy)phenyl]cyclobutanecarbonyl]-N-[(1S)-1-(2-amino-2-oxo-ethyl)prop-2-ynyl]pyrrolidine-2-carboxamide